C(C)OC(CCC(=O)C1=NC2=CC(=CC=C2C(=C1O)C#N)C#CC=1C=C(C=CC1)C)=O 4-(4-Cyano-3-hydroxy-7-m-tolylethynyl-quinolin-2-yl)-4-oxo-butyric acid ethyl ester